C(C(=C)C)(=O)OCCC[Si](C(C)C)(C(C)C)C(C)C gamma-methacryloxypropyl-tris(2-propyl)silane